2-[4-[(3S)-3-(5-Cyano-6-methyl-3-pyridyl)isoxazolidine-2-carbonyl]-1-piperidyl]pyrimidine-4-carboxamide C(#N)C=1C=C(C=NC1C)[C@H]1N(OCC1)C(=O)C1CCN(CC1)C1=NC=CC(=N1)C(=O)N